FC(C1=NC(=NO1)C1=CC=C(CNC2=C(C(=O)N)C=CC=C2)C=C1)(F)F 2-({4-[5-(trifluoromethyl)-1,2,4-oxadiazol-3-yl]benzyl}amino)benzamide